5-nitro-2-(2-(1-pyrrolidinyl)ethoxy)benzaldehyde [N+](=O)([O-])C=1C=CC(=C(C=O)C1)OCCN1CCCC1